C1(=CC(=CC=C1)NC1=CC=CC=2SC3=C(C21)C=CC=C3)C3=CC=C(C=C3)C3=CC=CC=C3 N-([1,1':4',1''-terphenyl]-3-yl)dibenzo[b,d]thiophen-1-amine